N-(5-chloro-1H-pyrrolo[3,2-b]pyridine-3-yl)-7,8-dihydro-3H-[1,4]dioxino[2',3':3,4]benzo[1,2-d]imidazole-2-amine ClC1=CC=C2C(=N1)C(=CN2)NC2=NC1=C(N2)C=CC2=C1OCCO2